N-(7-(Dimethylamino)-5,5-diethyl-10-(o-tolyl)dibenzo[b,e]silin-3(5H)-ylidene)-N-methylmethanaminium CN(C1=CC2=C(C(=C3C([Si]2(CC)CC)=CC(C=C3)=[N+](C)C)C3=C(C=CC=C3)C)C=C1)C